The molecule is a long-chain primary fatty alcohol that is (5Z,8Z,11Z,14Z)-icosatetraene in which one of the methyl hydrogens at position 1 is replaced by a hydroxy group. CCCCC/C=C\\C/C=C\\C/C=C\\C/C=C\\CCCCO